ethyl 2-chloro-4-[([4-[1-methyl-4-(trifluoromethyl)-1H-imidazol-2-yl]phenyl]methyl)amino]pyrimidine-5-carboxylate ClC1=NC=C(C(=N1)NCC1=CC=C(C=C1)C=1N(C=C(N1)C(F)(F)F)C)C(=O)OCC